2-(phthalimido)propionate C1(C=2C(C(N1C(C(=O)[O-])C)=O)=CC=CC2)=O